ClC1=CC(=C(C=C1)C1=NC(=CC=2N=C(N(C(C21)=O)C)C)N2C[C@@H](OCC2)C=2C=NN(C2C)C)F 5-(4-chloro-2-fluorophenyl)-7-((2S)-2-(1,5-dimethyl-1H-pyrazol-4-yl)-4-morpholinyl)-2,3-dimethylpyrido[4,3-d]pyrimidin-4(3H)-one